5-[6-chloro-2-[(1-methylpyrazol-4-yl)sulfonylamino]pyrimidin-4-yl]oxy-N-methyl-pyridine-2-carboxamide ClC1=CC(=NC(=N1)NS(=O)(=O)C=1C=NN(C1)C)OC=1C=CC(=NC1)C(=O)NC